n-tetracosyl ethanoate C(C)(=O)OCCCCCCCCCCCCCCCCCCCCCCCC